propanoic acid-2-ethylbutyl ester C(C)C(COC(CC)=O)CC